C1(CCCC1)OC=1C=C(C(=O)O)C=CC1 3-(cyclopentyloxy)benzoic acid